C(C)(C)(C)OC(=O)NC(N1[C@@H](CCC1)C1=NC(=NO1)C1=CC(=C(C=C1)OCCCCCCCC)F)=NC(OC(C)(C)C)=O (S)-Tert-butyl (((tert-butoxycarbonyl)amino)(2-(3-(3-fluoro-4-(octyloxy)phenyl)-1,2,4-oxadiazol-5-yl)pyrrolidin-1-yl)methylene)carbamate